CC1=C2C(=CC=3C=4C=C(C=CC4N(C13)C)C(=O)N1CCNCC1)C=NC=C2 (5,6-dimethyl-6H-pyrido[4,3-b]carbazol-9-yl)(piperazin-1-yl)methanone